(R)-5-(5-isopropyl-3-((1-methylpiperidin-3-yl)amino)-1,2,4-triazine-6-yl)benzothiophene-4-ol C(C)(C)C=1N=C(N=NC1C1=CC=C2C(C=CS2)=C1O)N[C@H]1CN(CCC1)C